triphenyl-borane C1(=CC=CC=C1)B(C1=CC=CC=C1)C1=CC=CC=C1